3,9-dimethyl-3,4,7,15-tetraazatricyclo[12.3.1.02,6]Octadecan-1(18),2(6),4,14,16-pentaen-8-one trifluoroacetate FC(C(=O)O)(F)F.CN1C=2C=3C=CN=C(CCCCC(C(NC2C=N1)=O)C)C3